P(=O)(O)(O)O[C@H]1[C@]([C@@H](O[C@@]1(CO)OC)N1C(=O)N=C(N)C=C1)(O)F.ClC=1C=C2C(=CN=C(C2=CN1)OC1CC1)C(C)(C)NCCO 2-((2-(6-chloro-1-cyclopropoxy-2,7-naphthyridin-4-yl)propan-2-yl)amino)ethan-1-ol 2'-fluoro-4'-methoxycytidine-3'-phosphate